3-[2-(1-ethyl-4,6-difluoro-1,3-benzodiazol-5-yl)ethynyl]-1-[(3s,5r)-5-(methoxymethyl)-1-(prop-2-enoyl)pyrrolidin-3-yl]-5-(methylamino)pyrazole-4-carboxamide C(C)N1C=NC2=C1C=C(C(=C2F)C#CC2=NN(C(=C2C(=O)N)NC)[C@@H]2CN([C@H](C2)COC)C(C=C)=O)F